C(C1=CC=CC=C1)C1(CN(CC(C1=O)(C)C)C(=O)OC(C)(C)C)C(=O)OC 1-tert-Butyl 3-methyl 3-benzyl-5,5-dimethyl-4-oxopiperidine-1,3-dicarboxylate